FC=1C=C(C=CC1F)/C=C/C(=O)OC methyl (E)-3-(3,4-difluorophenyl)prop-2-enoate